C(C)C1=C2C=CC(=CC2=CC=C1F)C(=O)[O-] 5-ethyl-6-fluoronaphthalene-2-carboxylate